lauroyl peroxypivalate C(C(C)(C)C)(=O)OOC(CCCCCCCCCCC)=O